(2R,6S)-2,6-dimethyltetrahydro-2H-pyran-4-amine C[C@H]1O[C@H](CC(C1)N)C